C1=C(C=CC=2SC3=C(C21)C=CC=C3)[Si](C3=CC=CC=C3)(C3=CC=CC=C3)C3=CC=CC=C3 dibenzo[b,d]thiophen-2-yltriphenylsilane